FC=1C=C(C=NC1)[C@@H]1N(CCC1)C1=NC=2N(C=C1)N=CC2C(=O)N[C@@H]2C[C@H](CC2)O 5-((R)-2-(5-fluoropyridin-3-yl)pyrrolidin-1-yl)-N-((1S,3S)-3-hydroxycyclopentyl)pyrazolo[1,5-a]pyrimidine-3-carboxamide